ethylhexylmethoxycinnamate C(C)C1=C(C(=C(C(=O)[O-])OC)CCCCCC)C=CC=C1